NC1=C([N+](=CC2=C(C(=CC=C12)F)C=1C(=NC=CC1)OC)[O-])C(NCCC)=O 4-amino-7-fluoro-8-(2-methoxypyridin-3-yl)-3-(propylcarbamoyl)isoquinoline 2-oxide